5-[2-[4-[4-Amino-3-(4-phenoxyphenyl)pyrazolo[3,4-d]pyrimidin-1-yl]-1-piperidyl]-7-azaspiro[3.5]nonan-7-yl]-2-(2,6-dioxo-3-piperidyl)isoindoline-1,3-dione NC1=C2C(=NC=N1)N(N=C2C2=CC=C(C=C2)OC2=CC=CC=C2)C2CCN(CC2)C2CC1(C2)CCN(CC1)C=1C=C2C(N(C(C2=CC1)=O)C1C(NC(CC1)=O)=O)=O